3-[(4-bromophenyl)difluoromethyl]-azetidine BrC1=CC=C(C=C1)C(C1CNC1)(F)F